6-(difluoromethoxy)-2-(2-(methoxymethyl)-7-methylquinoxalin-5-yl)-4-methylbenzo[d]Thiazole FC(OC1=CC2=C(N=C(S2)C2=C3N=CC(=NC3=CC(=C2)C)COC)C(=C1)C)F